C1(CC1)COC=1C=CC(=NC1)C(C(=O)N)(C)N1C[C@@](C(CC1)(F)F)(C1=CNC(C=C1)=O)C (5-(cyclopropylmethoxy)pyridin-2-yl)-2-((s)-4,4-difluoro-3-methyl-3-(6-oxo-1,6-dihydropyridin-3-yl)piperidin-1-yl)propanamide